C(C)(C)(C)OC(=O)N1CC2(C1)CC(C2)S(=O)(=N)C2=CC(=CC=C2)OC(F)(F)F 6-[[3-(trifluoromethoxy)phenyl]sulphonimidoyl]-2-azaspiro[3.3]heptane-2-carboxylic acid tert-butyl ester